C(C)(C)(C)OC(=O)N([C@H](C(=O)O)CC(=O)OC)CCC(=O)OC (2S)-2-[(tert-butoxycarbonyl)(3-methoxy-3-oxopropyl)amino]-4-methoxy-4-oxobutanoic acid